FC=1C=C(C=CC1)[C@H](O)C12CCC(CC1)(N2)CC2=CC=C(C=C2)OC(F)(F)F (S)-(3-Fluorophenyl)(4-(4-(trifluoromethoxy)benzyl)-7-azabicyclo[2.2.1]heptan-1-yl)methanol